COC1=CC=C(C=N1)C1=CNC2=NC=C(C=C21)C2=CC=C(CN1CC(CCC1)O)C=C2 1-(4-(3-(6-methoxypyridin-3-yl)-1H-pyrrolo[2,3-b]pyridin-5-yl)benzyl)piperidin-3-ol